[O-2].[Ti+4].[Al+3] Aluminium Titanium Oxide